NC1=NOC2=C1C=CC(=C2)CNC(=O)[C@H]2N(CC2)C([C@@H](C2CCCCC2)NCC(=O)OCC2=CC=CC=C2)=O Benzyl ((R)-2-((S)-2-(((3-aminobenzo[d]isoxazol-6-yl)methyl)carbamoyl) azetidin-1-yl)-1-cyclohexyl-2-oxoethyl)glycinate